4-((3-fluoropyridin-2-yl)thio)-6-(1-(((1s,4s)-4-hydroxycyclohexyl)methyl)-5-methyl-1H-pyrazol-4-yl)pyrazolo[1,5-a]pyridine-3-carbonitrile FC=1C(=NC=CC1)SC=1C=2N(C=C(C1)C=1C=NN(C1C)CC1CCC(CC1)O)N=CC2C#N